NCC(O)C1=CC=C(C=C1)C1=C(C=C(C#N)C=C1)OC1=CN=NC(=C1)N1CCOCC1 4-[4-(2-amino-1-hydroxyethyl)phenyl]-3-(6-morpholin-4-ylpyridazin-4-yl)oxybenzonitrile